2-methoxy-1,3-propylene glycol COC(CO)CO